CC1=C2N(N=C1)CC1([C@@H]2N)CCNCC1 (S)-3'-methyl-4'H,6'H-spiro[piperidine-4,5'-pyrrolo[1,2-b]pyrazole]-4'-amine